CC(CC1CCC(CC1)C1CCC(CC1)CC)O alpha-methyl-4'-ethyl-[1,1'-bicyclohexyl]-4-ethanol